methyl 3-(3-(((benzyloxy)carbonyl)(methyl)amino)propoxy)-2-(3-iodophenyl)-2-methylpropanoate C(C1=CC=CC=C1)OC(=O)N(CCCOCC(C(=O)OC)(C)C1=CC(=CC=C1)I)C